6-Methoxy-N2,N2-dimethyl-N5-(4-((S)-3-phenylisoxazolidin-2-yl)-5-(trifluoromethyl)pyrimidine-2-yl)-2,3-dihydro-1H-indene-2,5-diamine COC1=C(C=C2CC(CC2=C1)N(C)C)NC1=NC=C(C(=N1)N1OCC[C@H]1C1=CC=CC=C1)C(F)(F)F